CC=1C=C(C=CC1OC1=CC=2N(C=C1)N=CN2)NC2=NC=NC1=CC=C(C=C21)N2C[C@H](NCC2)C N-(3-methyl-4-{[1,2,4]triazolo[1,5-a]pyridin-7-yloxy}phenyl)-6-[(3R)-3-methylpiperazin-1-yl]quinazolin-4-amine